C(C1=CC=C(C(=O)O)C=C1)(=O)O.[Co+2] cobalt (II) terephthalic acid